ethyl 2,5-dimethylphenoxyisobutyrate CCOC(=O)C(C)(C)OC1=C(C=CC(=C1)C)C